bis(3,5-di-tert-butyl-4-hydroxyphenyl-propionyl)trimethylenediamine C(C)(C)(C)C=1C=C(C=C(C1O)C(C)(C)C)CCC(=O)NCCCNC(CCC1=CC(=C(C(=C1)C(C)(C)C)O)C(C)(C)C)=O